ClC=1C=C(C=CC1)N1C=C(C2=C1N=CN=C2N2[C@H](CN(CC2)C(=O)OC(C)(C)C)C)C2=NC=CN=C2F tert-Butyl (S)-4-(7-(3-chlorophenyl)-5-(3-fluoropyrazin-2-yl)-7H-pyrrolo[2,3-d]pyrimidin-4-yl)-3-methylpiperazine-1-carboxylate